2-(Trifluoromethyl)benzoyl chloride FC(C1=C(C(=O)Cl)C=CC=C1)(F)F